ClC1=NC=C2C(=N1)N(N=C2)[C@@H]2C[C@H](CCC2)O rac-(trans)-3-(6-chloro-1H-pyrazolo[3,4-d]pyrimidin-1-yl)cyclohexan-1-ol